N-(8-azaspiro[2.5]octan-2-ylmethyl)-1H-pyrazolo[3,4-b]pyridine-5-carboxamide C1C(C12CCCCN2)CNC(=O)C=2C=C1C(=NC2)NN=C1